C(C)C(C(=O)O)C(CC)=O.C(C)C(C(=O)O)C(CC)=O.C(C)C(C(=O)O)C(CC)=O.C(C)C(C(=O)O)C(CC)=O.[Zr+4] zirconium (IV) tetra(ethyl-3-oxo-pentanoic acid)